1-(3-(6-(6-(2-fluorophenoxy)pyridin-3-yl)quinazolin-8-yl)pyrrolidin-1-yl)prop-2-en-1-one FC1=C(OC2=CC=C(C=N2)C=2C=C3C=NC=NC3=C(C2)C2CN(CC2)C(C=C)=O)C=CC=C1